N-Ethyl-3-fluoro-5-((6-(3-methyl-1H-pyrazol-4-yl)-1-oxo-2,7-naphthyridin-2(1H)-yl)methyl)benzamide C(C)NC(C1=CC(=CC(=C1)CN1C(C2=CN=C(C=C2C=C1)C=1C(=NNC1)C)=O)F)=O